((6S)-6-((4-bromophenoxy)methyl)-2-methyl-1,4-dioxan-2-yl)methanol BrC1=CC=C(OC[C@@H]2COCC(O2)(C)CO)C=C1